CC1=CCCCC1 4-methyl-3-cyclohexen